sulfamic acid hydrogen sulfate S(=O)(=O)(O)O.S(N)(O)(=O)=O